C(#N)C=1N=C(N(C1/N=C/N(C)C)C1=C(C(=CC=C1C)OC)C)C(=O)O (E)-4-cyano-5-(((dimethylamino)methylene)amino)-1-(3-methoxy-2,6-dimethylphenyl)-1H-imidazole-2-carboxylic acid